ClC1=CC(=C(C=2OC3(CCC(CC3)CN3CC(C3)CF)OC21)C)C(=O)O 4-chloro-4'-{[3-(fluoromethyl)azetidin-1-yl]methyl}-7-methylspiro[1,3-benzodioxole-2,1'-cyclohexane]-6-carboxylic acid